FC1=C(C=C(C(=C1)F)F)CCl 2,4,5-trifluorophenylmethyl chloride